BrC=1C(=CC=2C(=NC(=C3CCCN(C23)C2C3CN(C2C3)C(=O)OC(C)(C)C)SC)C1F)CCC#N tert-Butyl (endo)-5-(8-bromo-9-(2-cyanoethyl)-7-fluoro-5-(methylthio)-3,4-dihydrobenzo[h][1,6]naphthyridin-1(2H)-yl)-2-azabicyclo[2.1.1]hexane-2-carboxylate